O1C(OC(C1)C1OC(OC1)=O)=O [4,4'-Bi-1,3-dioxolane]-2,2'-dione